COC(C(C(=O)OC)C1=C(C(=O)O)C=CC=C1[N+](=O)[O-])=O 2-(1,3-dimethoxy-1,3-dioxopropan-2-yl)-3-nitrobenzoic acid